O=C1C=C(N=C(N1)C=1C=C(CC(C(=O)N)(C)C)C=CC1C(F)(F)F)C=1C=NC=C(C1)C(F)(F)F (3-{6-oxo-4-[5-(trifluoromethyl)pyridin-3-yl]-1,6-dihydropyrimidin-2-yl}-4-(trifluoromethyl)benzyl)isobutyramide